4-PENTEN-1-ONE C(CCC=C)=O